C(C)(=O)N1CCC(CC1)NCC=1C=CC(=NC1OC)C=1C(=C(C=CC1)C1=C(C(=NC=C1)C1=CC(=C(C=C1)CNC1CCN(CC1)C(C)=O)OC)Cl)Cl 1-[4-[[4-[4-[3-[5-[[(1-Acetyl-4-piperidyl)amino]methyl]-6-methoxy-2-pyridyl]-2-chloro-phenyl]-3-chloro-2-pyridyl]-2-methoxy-phenyl]methylamino]-1-piperidyl]ethanone